NCC(=O)NC1=C(C=CC=C1)OC1=CC(=CC(=C1)C)C 2-amino-N-(2-(3,5-dimethylphenoxy)phenyl)acetamide